3-(2-(5-(4-hydroxybenzylidene)-3-(4-n-butylphenyl)-4-oxothiazolidine-2-ylidene)hydrazono)-5,7-dimethyl-1H-indol-2-one OC1=CC=C(C=C2C(N(C(S2)=NN=C2C(NC3=C(C=C(C=C23)C)C)=O)C2=CC=C(C=C2)CCCC)=O)C=C1